5-(4-(Dimethylamino)piperidin-1-yl)-N-(6-(1-methyl-1H-pyrazol-4-yl)pyridin-2-yl)-2-morpholinooxazolo[4,5-b]pyridine-6-carboxamide CN(C1CCN(CC1)C1=C(C=C2C(=N1)N=C(O2)N2CCOCC2)C(=O)NC2=NC(=CC=C2)C=2C=NN(C2)C)C